(2S,4R)-1-((S)-2-(2-cyanoacetamido)-3,3-dimethylbutyryl)-4-hydroxypyrrolidine-2-carboxylic acid C(#N)CC(=O)N[C@H](C(=O)N1[C@@H](C[C@H](C1)O)C(=O)O)C(C)(C)C